C[C@H]1CN(CCN1C)C1=CC=CC(=N1)[C@@H](CO)NC(CC)=O N-[(1S)-1-{6-[(3S)-3,4-dimethylpiperazin-1-yl]pyridin-2-yl}-2-hydroxyethyl]propionamide